rubidium anthracenetrisulfonate C1(=C(C(=CC2=CC3=CC=CC=C3C=C12)S(=O)(=O)[O-])S(=O)(=O)[O-])S(=O)(=O)[O-].[Rb+].[Rb+].[Rb+]